5-(1-((2R,5S)-2,5-diethylpiperazin-1-yl)ethyl)-2-methylthiazolo[5,4-b]pyridine C(C)[C@H]1N(C[C@@H](NC1)CC)C(C)C1=CC=C2C(=N1)SC(=N2)C